N=1N=CN2C1C=CC(=C2)C(=O)N [1,2,4]triazolo[4,3-a]pyridine-6-carboxamide